NC[C@H](CC1=C(C=C(C=C1)O)Cl)N(C)C (S)-4-(3-amino-2-(dimethylamino)propyl)-3-chlorophenol